N-((3S,4S)-4-fluoropyrrolidin-3-yl)-6-(7-(((R)-1,1,1-trifluoropropan-2-yl)oxy)imidazo[1,2-a]pyridin-3-yl)pyridin-2-amine F[C@@H]1[C@H](CNC1)NC1=NC(=CC=C1)C1=CN=C2N1C=CC(=C2)O[C@@H](C(F)(F)F)C